FC1=C2C=CN(C2=CC=C1)CC(=O)NC1(CC1)CN1CCCC1 2-(4-fluoro-1H-indol-1-yl)-N-(1-(pyrrolidin-1-ylmethyl)cyclopropyl)acetamide